2-(1-(tert-butoxycarbonyl)pyrrolidin-2-yl)acetic acid C(C)(C)(C)OC(=O)N1C(CCC1)CC(=O)O